C(C)(C)(C)OC(=O)N1CCC2(CC1)[C@@H](C1=C(N=CS1)C2)N[S@](=O)C(C)(C)C.NC2(NC=CC=C2)B(O)O 2-amino-pyridineboronic acid tert-butyl-(S)-6-(((R)-tert-butylsulfinyl)amino)-4,6-dihydrospiro[cyclopenta[d]thiazole-5,4'-piperidine]-1'-carboxylate